C1(CCCCC1)NC(C1=C(C=CC(=C1)S(N(C)C)(=O)=O)N1CCCC1)=O N-cyclohexyl-5-(dimethylsulfamoyl)-2-pyrrolidin-1-ylbenzamide